[Si](C)(C)(C(C)(C)C)O[C@@H]1C[C@H](C[C@H](C1)O)C(=O)N(C)OC (1S,3R,5R)-3-((tert-butyldimethylsilyl)oxy)-5-hydroxy-N-methoxy-N-methylcyclohexane-1-Carboxamide